N'-acetyl-4-amino-N-(2-fluoro-4-(1-(trifluoromethyl)-1H-pyrazol-5-yl)benzyl)-N',1-dimethyl-1H-pyrazolo[4,3-c]quinoline-8-carbohydrazide C(C)(=O)N(N(C(=O)C1=CC=2C3=C(C(=NC2C=C1)N)C=NN3C)CC3=C(C=C(C=C3)C3=CC=NN3C(F)(F)F)F)C